diacetyl-[(S)-(-)-2,2'-bis(diphenylphosphino)-1,1'-binaphthyl] ruthenium [Ru].C(C)(=O)C1=C(C(=C(C2=CC=CC=C12)C1=C(C=CC2=CC=CC=C12)P(C1=CC=CC=C1)C1=CC=CC=C1)P(C1=CC=CC=C1)C1=CC=CC=C1)C(C)=O